ethyl 8-chloro-4-(3-ethoxy-3-oxopropyl)-2-methylquinoline-3-carboxylate ClC=1C=CC=C2C(=C(C(=NC12)C)C(=O)OCC)CCC(=O)OCC